2-(2-methyl-2-((triethylsilyl)oxy)propyl)pyrimidine-5-carboxylic acid CC(CC1=NC=C(C=N1)C(=O)O)(C)O[Si](CC)(CC)CC